ethyl-2-(4-methoxyphenyl)-5-phenylAzole-4-carboxamide C(C)C1=C(NC(=C1C(=O)N)C1=CC=CC=C1)C1=CC=C(C=C1)OC